C(#N)C1(C(C1CCCCCCC)CC)C1=NC=CC=C1C#N (1-cyano-2-ethyl-3-heptyl-cyclopropyl)pyridine-3-carbonitrile